FC(C1=CC(=C(C=C1)SC)[N+](=O)[O-])F (4-(difluoromethyl)-2-nitrophenyl)(methyl)sulfane